N1(CCOCC1)C1=NC=C(C=N1)C=1C=CC=2N(C1)C1=C(N2)CCCC1(O)C1=CC=CC=C1 2-(2-morpholinylpyrimidin-5-yl)-9-phenyl-6,7,8,9-tetrahydrobenzo[4,5]imidazo[1,2-a]pyridin-9-ol